ClC=1C=C(CB2OC(C)(C)C(C)(C)O2)C=CC1 3-chlorobenzyl-boronic acid pinacol ester